6-((2-((1-Methyl-1H-Pyrazol-4-yl)Amino)Pyrimidin-5-yl)Methyl)-N-(3-(Trifluoromethyl)Phenyl)-4,5,6,7-Tetrahydrothieno[2,3-c]Pyridin-3-Carboxamid CN1N=CC(=C1)NC1=NC=C(C=N1)CN1CC2=C(CC1)C(=CS2)C(=O)NC2=CC(=CC=C2)C(F)(F)F